ClC=1C=C(C=CC1F)[C@H](NC(=O)[C@@H]1CNC(O1)=O)C1=CC(=C(C=C1)F)C#N |o1:8| (S)-N-((R or S)-(3-chloro-4-fluorophenyl)(3-cyano-4-fluorophenyl)methyl)-2-oxooxazolidine-5-carboxamide